[Si](C)(C)(C(C)(C)C)OC[C@H]1C[C@H](C[C@@H]1O)NC(OC(C)(C)C)=O tert-Butyl [(1R,3R,4S)-3-({[tert-butyl(dimethyl)silyl]oxy}methyl)-4-hydroxycyclopentyl]carbamate